FC(C1=CC=CC(=N1)NC(=O)C1=CC2=CNN=C2C=C1OC)F N-(6-(difluoromethyl)pyridin-2-yl)-6-methoxy-2H-indazole-5-carboxamide